CN(C(C1=NC=CC=C1)=O)[C@H]1CNCC1 N-methyl-N-((R)-pyrrolidin-3-yl)picolinamide